(R)-2-(3-(1-(4-(hydroxymethyl)-1H-pyrazol-3-yl)propan-2-yl)phenyl)-4-(trifluoromethyl)isoindolin-1-one OCC=1C(=NNC1)C[C@@H](C)C=1C=C(C=CC1)N1C(C2=CC=CC(=C2C1)C(F)(F)F)=O